Cl.CN(C(=S)[C@H]1NC[C@@H](C1)OCC1=CC(=CC=C1)C1=NN=NN1)C (2S,4R)-N,N-dimethyl-4-[3-(1H-1,2,3,4-tetrazol-5-yl)phenyl]methoxypyrrolidine-2-carbothioamide hydrochloride